ClC1=CC=C(C=C1)C1=C(CC(CC1)(F)F)CN1CCN(CC1)CCNC1=C2C(N(C(=NC2=CC=C1)C)C1C(NC(CC1)=O)=O)=O 3-(5-((2-(4-((4'-chloro-4,4-difluoro-3,4,5,6-tetrahydro-[1,1'-biphenyl]-2-yl)methyl)piperazin-1-yl)ethyl)amino)-2-methyl-4-oxoquinazolin-3(4H)-yl)piperidine-2,6-dione